C(C1=CC=CC=C1)C1C2C3C=NC1(CC3CN2CCC(C)C)C(=O)NCC(C)C 7-benzyl-N-isobutyl-1-isopentyl-1,2,3,3a,7,7a-hexahydro-6H-3,6-methanopyrrolo[3,2-c]pyridine-6-carboxamide